C1(CCC1)N1N=C(C=2C1=NC(=NC2)C(=O)O)C 1-cyclobutyl-3-methyl-1H-pyrazolo[3,4-d]pyrimidine-6-carboxylic acid